4-amino-1-methyl-N-[(5R)-5-methyl-2-oxo-oxazolidin-3-yl]-N-[[5-(trifluoromethyl)-2-pyridyl]methyl]pyrazolo[4,3-c]quinoline-8-carboxamide NC1=NC=2C=CC(=CC2C2=C1C=NN2C)C(=O)N(CC2=NC=C(C=C2)C(F)(F)F)N2C(O[C@@H](C2)C)=O